1-methyl-1,2-bis(7-benzo[c]acridinyl) ethylene (1-(4-amino-7-(2-(methylsulfonyl)pyrimidin-4-yl)pyrrolo[2,1-f][1,2,4]triazin-5-yl)piperidin-3-yl)carbamate NC1=NC=NN2C1=C(C=C2C2=NC(=NC=C2)S(=O)(=O)C)N2CC(CCC2)NC(O)=O.CC(=CC2=C1C=CC=CC1=NC=1C3=C(C=CC21)C=CC=C3)C3=C2C=CC=CC2=NC=2C1=C(C=CC32)C=CC=C1